C1=CC(=CC=C1CC(=O)C(=O)[O-])O The molecule is a 2-oxo monocarboxylic acid anion obtained by removal of a proton from the carboxylic acid group of 3-(4-hydroxyphenyl)pyruvic acid. It has a role as a human metabolite and a Saccharomyces cerevisiae metabolite. It derives from a pyruvate. It is a conjugate base of a (4-hydroxyphenyl)pyruvic acid.